C(C)(C)(C)NC(=O)C1=C(C2=C(OCCO2)C=C1I)Cl N-(tert-butyl)-5-chloro-7-iodo-2,3-dihydrobenzo[b][1,4]dioxine-6-carboxamide